4-(3,3-difluoroprop-1-en-2-yl)-1,1'-biphenyl FC(C(=C)C1=CC=C(C=C1)C1=CC=CC=C1)F